C(C)(C)(C)OC(=O)N1CC2=C(C=CC=C2CC1)OCC1=C(C=C(C=C1)C#N)F 8-((4-cyano-2-fluorobenzyl)oxy)-3,4-dihydroisoquinoline-2(1H)-carboxylic acid tert-butyl ester